3-dodecylsulfanylpropanoate C(CCCCCCCCCCC)SCCC(=O)[O-]